CN1CCC(CC1)C(=O)NC1=CC=C2C(=N1)NC=C2C=2C=C1C(=NC=NC1=CC2)OC2CCN(CC2)C 1-methyl-N-(3-(4-((1-methylpiperidin-4-yl)oxy)quinazolin-6-yl)-1H-pyrrolo[2,3-b]pyridin-6-yl)piperidine-4-carboxamide